[V+5].[O-2].[Cr+3].[O-2].[O-2].[O-2] chromium oxide, vanadium salt